SC1=CC=C(C=C1)C1=CC(=NC(=C1)C1=NC=CC=C1)C1=NC=CC=C1 4'-(4-mercaptophenyl)-2,2':6',2''-terpyridine